N1=C(C=NC=C1)NC1=C(C(=NN1)C1=CC=C(C=C1)NS(=O)(=O)CC(F)(F)F)C(=O)N 5-(pyrazin-2-ylamino)-3-(4-((2,2,2-trifluoroethyl)sulfonamido)phenyl)-1H-pyrazole-4-carboxamide